1-benzyl-5-(1-methylhydrazino)-1H-tetrazole C(C1=CC=CC=C1)N1N=NN=C1N(N)C